(1S,2S,5R)-3-(2-(3-acetyl-5-(2-methylpyrimidin-5-yl)-1H-indazol-1-yl)acetyl)-N-(6-bromo-3-methylpyridin-2-yl)-3-azabicyclo[3.1.0]hexane-2-carboxamide C(C)(=O)C1=NN(C2=CC=C(C=C12)C=1C=NC(=NC1)C)CC(=O)N1[C@@H]([C@H]2C[C@H]2C1)C(=O)NC1=NC(=CC=C1C)Br